C(C=O)(=O)[O-].[K+] potassium glyoxalate